O[C@@H](CC=O)C1=CC=C(C=C1)OC (S)-3-hydroxy-3-(4-methoxyphenyl)-propanal